C(CCCCC)(=O)O.OCC1=C(C=C(CNCC2(CCCCC2)C(=O)N)C=C1)[N+](=O)[O-] (((4-(hydroxymethyl)-3-nitrobenzyl)amino)methyl)cyclohexane-1-carboxamide hexanoate